[Na+].O=P([O-])=O oxophosphinic acid sodium salt